C(C)(C)(C)C1=CC=C(C=C1)C1=NC2=C(N1)C=CC=C2Cl 2-(4-tert-Butylphenyl)-4-chloro-1H-benzo[d]imidazole